ClC=1C=C(C=CC1Cl)C(CN)(C)C 2-(3,4-dichlorophenyl)-2-methylpropan-1-amine